C1=CC=CC=2SC3=CC=CC=C3N(C12)C1=CC2=C(NC=N2)C=C1 5-(N-phenothiazinyl)-1H-benzimidazole